Indium Tin Cerium [Ce].[Sn].[In]